N-(5-(2-(1,4-oxazepan-4-yl)acetamido)-2-methylpyridin-3-yl)-2-(1-methyl-1H-pyrazol-4-yl)pyrazolo[5,1-b]thiazole-7-carboxamide O1CCN(CCC1)CC(=O)NC=1C=C(C(=NC1)C)NC(=O)C=1C=NN2C1SC(=C2)C=2C=NN(C2)C